BrC=1C(=C(OC2CCC(CC2)CC(=O)OC)C=CC1)C methyl 2-((1r,4r)-4-(3-bromo-2-methylphenoxy)cyclohexyl)acetate